C(#N)C1=CC=C(C=C1)C1(CC1)NCCC(=O)N1CC2CCC(C1)N2C2=NC=C(C#N)C=C2 6-(3-(3-((1-(4-cyanophenyl)cyclopropyl)amino)propanoyl)-3,8-diazabicyclo[3.2.1]octan-8-yl)nicotinonitrile